cis-3-fluoro-4-((4-((3-hydroxytetrahydro-2H-pyran-4-yl)oxy)-5-(trifluoromethyl)pyrimidin-2-yl)amino)-N-(methyl-d3)benzenesulfonamide FC=1C=C(C=CC1NC1=NC=C(C(=N1)O[C@@H]1[C@@H](COCC1)O)C(F)(F)F)S(=O)(=O)NC([2H])([2H])[2H]